C1(=CC=CC=C1)N1CNC(C12CCNCC2)=O 1-phenyl-1,3,8-triazaspiro[4.5]decan-4-on